2-(2-(4-amino-7-methoxy-6-(trifluoromethyl)-9H-pyrimido[4,5-b]indol-9-yl)acetyl)-N-(6-bromopyridin-2-yl)-2-azabicyclo[3.1.0]hexane-3-carboxamide NC1=NC=NC=2N(C3=CC(=C(C=C3C21)C(F)(F)F)OC)CC(=O)N2C1CC1CC2C(=O)NC2=NC(=CC=C2)Br